(S)-3-((R)-3-((3S,5S,8S,10S,13R,14S,17R)-3-ethyl-3-hydroxy-10,13-dimethyl-2,3,4,5,6,7,8,10,12,13,14,15,16,17-tetradecahydro-1H-cyclopenta[a]phenanthren-17-yl)butyl)tetrahydrofuran-3-ol C(C)[C@@]1(CC[C@@]2(C3=CC[C@@]4([C@H](CC[C@H]4[C@@H]3CC[C@H]2C1)[C@@H](CC[C@]1(COCC1)O)C)C)C)O